4-chloro-6-(4-(naphthalen-2-yl)phenyl)-1,3,5-triazine ClC1=NC=NC(=N1)C1=CC=C(C=C1)C1=CC2=CC=CC=C2C=C1